4-((4-methoxyindol-1-yl)methyl)phenylphosphonic acid COC1=C2C=CN(C2=CC=C1)CC1=CC=C(C=C1)P(O)(O)=O